[2H]C1(N(C(C(C(C1([2H])[2H])(O)[2H])([2H])[2H])([2H])[2H])C(=O)OC(C)(C)C)[2H] tert-butyl 2,2,3,3,4,5,5,6,6-nonadeuterio-4-hydroxy-piperidine-1-carboxylate